NC=1C=C(C=C(C1)C(F)(F)F)[C@@H](C)NC1=NC(=NC2=CC(=C(C=C12)C1CCC(CC1)C(=O)N1CCC(CC1)CC1CCC2(CCNCC2)CC1)OC)C 9-((1-((1R,4R)-4-(4-(((R)-1-(3-amino-5-(trifluoromethyl)phenyl)ethyl)amino)-7-Methoxy-2-methylquinazolin-6-yl)cyclohexane-1-carbonyl)piperidin-4-yl)methyl)-3-azaspiro[5.5]undecane